BrC=1C(N(C=C(C1)Br)CCCOC)=O 3,5-dibromo-1-(3-methoxypropyl)pyridin-2(1H)-one